1-(3-fluoro-4-(5-(trifluoromethyl)-1,2,4-oxadiazol-3-yl)phenyl)-2-(isoxazol-4-ylmethoxy)ethan-1-one FC=1C=C(C=CC1C1=NOC(=N1)C(F)(F)F)C(COCC=1C=NOC1)=O